Cl.BrC1=C(C=NC=C1)C 4-bromo-3-methyl-pyridine HCl